(R)-(1-(5-(2-(2,5-difluorophenyl)pyrrolidin-1-yl)pyrazolo[1,5-a]pyrimidin-3-yl)-1H-pyrazol-4-yl)dimethylphosphine-oxide FC1=C(C=C(C=C1)F)[C@@H]1N(CCC1)C1=NC=2N(C=C1)N=CC2N2N=CC(=C2)P(C)(C)=O